3-((6-Iodoquinolin-4-yl)amino)-5-methoxyphenol IC=1C=C2C(=CC=NC2=CC1)NC=1C=C(C=C(C1)OC)O